CN1C[C@@H]2N(C3=C(C=C(C=C3CC2)C=2N=C3C(=NC2)NC=C3C3=CC(=C(C(=O)N(C)CC(C)(C)O)C=C3)C)C)CC1 (R)-4-(2-(3,10-dimethyl-2,3,4,4a,5,6-hexahydro-1H-pyrazino[1,2-a]quinolin-8-yl)-5H-pyrrolo[2,3-b]pyrazin-7-yl)-N-(2-hydroxy-2-methyl-propyl)-N,2-dimethylbenzamide